2-azido-4,5-difluorobenzamide N(=[N+]=[N-])C1=C(C(=O)N)C=C(C(=C1)F)F